OCC1N(CCNC1)C(=O)[O-] 2-(hydroxymethyl)piperazine-1-carboxylate